COC1=CC=C(CN2C[C@H](C[C@H]2C2=CC=CC=C2)NC(OC(C)(C)C)=O)C=C1 tert-Butyl ((3S,5S)-1-(4-methoxybenzyl)-5-phenylpyrrolidin-3-yl)carbamate